benzo[d][1,3]dioxol-5-yl(pyrrolidin-2-yl)methanone O1COC2=C1C=CC(=C2)C(=O)C2NCCC2